4-(6-(2-hydroxy-5-nitrobenzoyl)pyrazolo[1,5-a]pyrimidin-2-yl)-N-(4-(trifluoromethyl)benzyl)benzamide OC1=C(C(=O)C=2C=NC=3N(C2)N=C(C3)C3=CC=C(C(=O)NCC2=CC=C(C=C2)C(F)(F)F)C=C3)C=C(C=C1)[N+](=O)[O-]